3-(7-bromo-6-methyl-1-oxoisoindolin-2-yl)piperidine-2,6-dione BrC=1C(=CC=C2CN(C(C12)=O)C1C(NC(CC1)=O)=O)C